5-nitrocytidine [N+](=O)([O-])C=1C(=NC(N([C@H]2[C@H](O)[C@H](O)[C@@H](CO)O2)C1)=O)N